FC=1C=C(C=CC1C(C1=CC=CC=C1)=O)SC1=CC=C(C=C1)[S+](C1=C(C=CC=C1)F)C1=C(C=CC=C1)F 4-(3-fluoro-4-benzoylphenylthio)phenyldi(fluorophenyl)sulfonium